copper sulfate, tri-hydrate O.O.O.S(=O)(=O)([O-])[O-].[Cu+2]